N-{[4-(5-fluoro-6-methylpyridine-2-sulfonyl)phenyl]methyl}furo[2,3-c]pyridine-2-carboxamide FC=1C=CC(=NC1C)S(=O)(=O)C1=CC=C(C=C1)CNC(=O)C1=CC=2C(=CN=CC2)O1